C1(=CC=CC=C1)N(C1=CC=C(C=C1)C1=CC=C(C=C1)N(C1=CC(=C(C=C1)F)F)C1=CC=CC=C1)C1=CC(=C(C=C1)F)F N,N'-diphenyl-N,N'-bis(3,4-difluorophenyl)-[1,1'-biphenyl]-4,4'-diamine